N-(3-methoxybenzyl)-4-(morpholinomethyl)-N-(3-(pyrrolidin-1-yl)benzyl)oxazol-2-amine COC=1C=C(CN(C=2OC=C(N2)CN2CCOCC2)CC2=CC(=CC=C2)N2CCCC2)C=CC1